NC1=NC(=C(C(N1)=O)N)N 2,5,6-triamino-3,4-dihydropyrimidin-4-one